N-(2-methylbut-3-yn-2-yl)-2-(trichloromethyl)-4-(trifluoromethyl)thiazole-5-carboxamide CC(C)(C#C)NC(=O)C1=C(N=C(S1)C(Cl)(Cl)Cl)C(F)(F)F